C[C@H]1N([C@H](CN(C1)C=1C=CC=2N=CN=C(C2N1)NC1=CC(=C(C=C1)OC1=CC=2N(C=C1)N=CN2)C)C)C(=O)OC(C)(C)C tert-butyl (2R,6S)-2,6-dimethyl-4-{4-[(3-methyl-4-{[1,2,4]triazolo[1,5-a]pyridin-7-yloxy}phenyl)amino]pyrido[3,2-d]pyrimidin-6-yl}piperazine-1-carboxylate